[Ru](F)(F)(F)(F)(F)F ruthenium(VI) fluoride